3-(1-methyl-7-((1-(2-methyl-4-(trifluoromethyl)furan-3-carbonyl)piperidin-4-yl)-oxy)-1H-indazol-3-yl)piperidine-2,6-dione CN1N=C(C2=CC=CC(=C12)OC1CCN(CC1)C(=O)C1=C(OC=C1C(F)(F)F)C)C1C(NC(CC1)=O)=O